N=1N(N=CC1)C=1C=CC(=NC1)C#N 5-(2H-1,2,3-triazol-2-yl)picolinonitrile